3-((4-(4-((2-amino-7-azaspiro[3.5]nonan-7-yl)methyl)piperidin-1-yl)-3-fluorophenyl)amino)piperidine-2,6-dione NC1CC2(C1)CCN(CC2)CC2CCN(CC2)C2=C(C=C(C=C2)NC2C(NC(CC2)=O)=O)F